(1R,3R)-3-((4-(3-(3-amino-6-(2-hydroxyphenyl)pyridazin-4-yl)-3,8-diazabicyclo[3.2.1]octan-8-yl)pyridin-2-yl)oxy)cyclobutanecarboxaldehyde NC=1N=NC(=CC1N1C[C@H]2CCC(C1)N2C2=CC(=NC=C2)OC2CC(C2)C=O)C2=C(C=CC=C2)O